5-(cyclopropylmethyl)-4-(6-cyclopropylpyridin-3-yl)-2-(2-methyl-2H-indazol-5-yl)-3-oxo-3,5-dihydro-2H-pyrrolo[3,2-c]pyridazine-7-sulfonamide C1(CC1)CN1C=C(C2=NN(C(C(=C21)C=2C=NC(=CC2)C2CC2)=O)C2=CC1=CN(N=C1C=C2)C)S(=O)(=O)N